3,4-diamino-2-methoxybenzamide NC=1C(=C(C(=O)N)C=CC1N)OC